C(C)(=O)SCCCOCC1N(C(C(N(C1=O)CCCSC(C)=O)COCCCSC(C)=O)=O)CCCC(C)S [3-[2,5-bis(3-acetylsulfanylpropoxymethyl)-4-(3-acetylsulfanylpropyl)-3,6-dioxo-piperazin-1-yl]propyl]ethanethiol